2-(3-pyridinyl)-N-[(tetrahydro-2-furanyl)ethyl]-2H-indazole N1=CC(=CC=C1)N1N(C2=CC=CC=C2C1)CCC1OCCC1